(2S,4R)-2-((3-fluoro-4-(4-methylthiazol-5-yl)benzyl)carbamoyl)-4-hydroxypyrrolidine-1-carboxylic acid tert-butyl ester C(C)(C)(C)OC(=O)N1[C@@H](C[C@H](C1)O)C(NCC1=CC(=C(C=C1)C1=C(N=CS1)C)F)=O